4-{2-[(4-{[6-(5-chloro-2-fluorophenyl)-3-methylpyridazin-4-yl]amino}pyridin-2-yl)carbamoyl]ethyl}-1-methylpiperazine-2-carboxylic acid ClC=1C=CC(=C(C1)C1=CC(=C(N=N1)C)NC1=CC(=NC=C1)NC(=O)CCN1CC(N(CC1)C)C(=O)O)F